CP(=O)(C)C1=CC(=C(C=N1)NCC#C)OC 6-dimethylphosphoryl-4-methoxy-N-prop-2-ynyl-pyridin-3-amine